(2,3-Dihydrobenzofuran-5-carbonylamino)-4-tetrahydronaphthalen-2-yl-thiophene-3-carboxylic acid O1CCC2=C1C=CC(=C2)C(=O)NC=2SC=C(C2C(=O)O)C2CC1=CC=CC=C1CC2